(R)-6-fluoro-1-(4-fluorophenyl)-4-oxo-7-(2-((pyridin-2-yloxy)methyl)pyrrolidin-1-yl)-1,4-dihydro-quinoline-3-carboxylic acid FC=1C=C2C(C(=CN(C2=CC1N1[C@H](CCC1)COC1=NC=CC=C1)C1=CC=C(C=C1)F)C(=O)O)=O